2-(3,3-Difluorocyclobutyl)-N-(6-methyl-5-(7-(methylamino)-1,6-naphthyridin-3-yl)pyridin-3-yl)isonicotinamide FC1(CC(C1)C=1C=C(C(=O)NC=2C=NC(=C(C2)C=2C=NC3=CC(=NC=C3C2)NC)C)C=CN1)F